ClC=1C=C(C#N)C=C(C1)CCN1C[C@H](NCC1)COC1=CC=C(C=C1)[S@@](=O)(=NC)C |o1:25| 3-chloro-5-{2-[(3S)-3-({4-[(R or S)-methyl(methyl-imino)oxo-λ6-sulfanyl]phenoxy}methyl)piperazin-1-yl]ethyl}benzonitrile